O1C(CCCC1)O[C@@H]1C[C@H](CCC1)N1C(C2(C3=C1N=C(N=C3)NC3CCN(CC3)S(=O)(=O)C=3C=C(C=NC3)C(=O)O)CC2)=O 5-(4-{7'-[(1S,3S)-3-(Oxan-2-yloxy)cyclohexyl]-6'-oxospiro[cyclopropane-1,5'-pyrrolo[2,3-d]pyrimidin]-2'-ylamino}piperidin-1-ylsulfonyl)pyridine-3-carboxylic acid